((1s,3s)-3-Hydroxy-3-methylcyclobutyl)(6-(2-methyl-3-(trifluoromethyl)phenoxy)-2-azaspiro[3.3]heptan-2-yl)methanon OC1(CC(C1)C(=O)N1CC2(C1)CC(C2)OC2=C(C(=CC=C2)C(F)(F)F)C)C